C(#C)[Si](C(C)C)(C(C)C)C(C)C ethynyl-triisopropyl-silane